ClC1=C(C=NN(C1=O)C1CCN(CC1)C1=CC=C(C#N)C=C1)NC[C@@H]1COCCC1 (R)-4-(4-(5-chloro-6-oxo-4-(((tetrahydro-2H-pyran-3-yl)methyl)amino)pyridazin-1(6H)-yl)piperidin-1-yl)benzonitrile